FC(C)(F)C1=CC=C(C(=N1)C)S(=O)(=O)N1CC2(C1)CC(C2)N(CC2CCOCC2)C 2-((6-(1,1-difluoroethyl)-2-methylpyridin-3-yl)sulfonyl)-N-methyl-N-((tetrahydro-2H-pyran-4-yl)methyl)-2-azaspiro[3.3]heptan-6-amine